ClC1=NC=2N(C(=C1)C)N=CC2C(=O)O 5-chloro-7-methylpyrazolo[1,5-a]pyrimidine-3-carboxylic acid